N1(CCNCC1)C=1C=C(C=CC1)C1C(NC(CC1)=O)=O 3-(3-(piperazin-1-yl)phenyl)piperidine-2,6-dione